CC1(COC1)CC#C 3-methyl-3-(prop-2-yn-1-yl)oxetan